(S)-N-(7-((1-Hydroxycyclobutyl)ethynyl)-5-methyl-4-oxo-2,3,4,5-tetrahydrobenzo[b][1,4]oxazepin-3-yl)-4-phenoxypicolinamid OC1(CCC1)C#CC1=CC2=C(OC[C@@H](C(N2C)=O)NC(C2=NC=CC(=C2)OC2=CC=CC=C2)=O)C=C1